1,3-di(2-imidazolyl)propane N1C(=NC=C1)CCCC=1NC=CN1